2-[(2R,4S)-4-[(2-{5-[2-(2,3-Difluorophenyl)propan-2-yl]-1,2,4-oxadiazol-3-yl}-6-[(1S)-1-[(2S,4R)-4-fluoro-1-methylpyrrolidin-2-yl]ethoxy]pyrimidin-4-yl)oxy]piperidin-2-yl]acetonitrile FC1=C(C=CC=C1F)C(C)(C)C1=NC(=NO1)C1=NC(=CC(=N1)O[C@@H]1C[C@H](NCC1)CC#N)O[C@@H](C)[C@H]1N(C[C@@H](C1)F)C